5-chloro-4-(4-chloro-1-methyl-1H-pyrazol-5-yl)thiophene-2-carboxamide ClC1=C(C=C(S1)C(=O)N)C1=C(C=NN1C)Cl